tert-Butyl 4-[[(1R)-1-[3,6-dimethyl-4-oxo-2-(3-pyridyl)chromen-8-yl]ethyl]amino]indole-1-carboxylate CC1=C(OC2=C(C=C(C=C2C1=O)C)[C@@H](C)NC1=C2C=CN(C2=CC=C1)C(=O)OC(C)(C)C)C=1C=NC=CC1